[Br-].CN(C1=CC(=C(C=C1)[P+](CCC)(C1=CC=CC=C1)C1=CC=CC=C1)OC(F)(F)F)C (4-(dimethylamino)-2-(trifluoromethoxy)phenyl)diphenyl-(propyl)phosphonium bromide